2-bromophenyl p-toluenesulfonate CC1=CC=C(C=C1)S(=O)(=O)OC1=C(C=CC=C1)Br